2-((2R,4S)-4-((tert-butyldimethylsilyl)oxy)pyrrolidin-2-yl)-6-cyclopropyl-imidazo[1,2-a]pyridine tert-butyl-4-(4-bromo-3-methoxyphenyl)-1H-pyrazole-1-carboxylate C(C)(C)(C)OC(=O)N1N=CC(=C1)C1=CC(=C(C=C1)Br)OC.[Si](C)(C)(C(C)(C)C)O[C@H]1C[C@@H](NC1)C=1N=C2N(C=C(C=C2)C2CC2)C1